O1COCC2=C1C=CC(=C2)C(N2CCN(CC2)C(=O)OC2=C(C=C(C=C2)[N+](=O)[O-])F)C2=CC1=C(OCOC1)C=C2 2-fluoro-4-nitrophenyl 4-(bis(4H-benzo[d][1,3]dioxin-6-yl)methyl)piperazine-1-carboxylate